2-(2-chlorophenyl)-N-[4-(1-phenylethoxy)-3-sulfamoylphenyl]acetamide ClC1=C(C=CC=C1)CC(=O)NC1=CC(=C(C=C1)OC(C)C1=CC=CC=C1)S(N)(=O)=O